tert-butyl-4-(5-(4-((7-ethyl-6-oxo-5,6-dihydro-1,5-naphthyridin-3-yl)methyl)piperazin-1-yl)picolinamido)piperidine-1-carboxylate C(C)(C)(C)OC(=O)N1CCC(CC1)NC(C1=NC=C(C=C1)N1CCN(CC1)CC=1C=NC=2C=C(C(NC2C1)=O)CC)=O